(S)-(3-methoxy-4-nitrophenyl)(3-(prop-2-yn-1-yl)piperidin-1-yl)methanone COC=1C=C(C=CC1[N+](=O)[O-])C(=O)N1C[C@@H](CCC1)CC#C